ClC1=C(C(=C(C=C1OC)OC)Cl)C=1C=2N(C3=CC(=NC=C3C1)C=1C(=CC(=C(C1)NC(C#CC)=O)N1CCN(C3(CC3)C1)C)OC)C=CN2 N-(5-(4-(2,6-dichloro-3,5-dimethoxyphenyl)imidazo[1,2-a][1,6]naphthyridin-8-yl)-4-methoxy-2-(4-methyl-4,7-diazaspiro[2.5]octan-7-yl)phenyl)but-2-ynamide